androstane-1,4-dien-3,17-dione C[C@@]12C(CC[C@H]1[C@@H]1CCC3=CC(C=C[C@]3(C)[C@H]1CC2)=O)=O